ClC1=C(C(=O)N(C)C)C=CC(=C1)NC1CN(C1)C1CCN(CC1)C(=O)C1(CCCC1)C1=C(C=CC=C1F)Cl 2-chloro-4-(1-(1-(1-(2-chloro-6-fluorophenyl)cyclopentanecarbonyl)piperidin-4-yl)azetidin-3-ylamino)-N,N-dimethylbenzamide